C(CCCC(CC(C)C)=N)CC(CC(C)C)=N (propane-1,3-diyl)bis(4-methylpentane-2-imine)